C1(=CC=CC=C1)N1NC2=CC(=CC=C2C(C1C1=CC=CC=C1)=O)Cl 2,3-diphenyl-4-oxo-7-chlorocinnoline